BrC1=C(C=C2CN(C(C2=C1)=O)C1C(NC(CC1)=O)=O)OCC 3-(6-bromo-5-ethoxy-1-oxoisoindolin-2-yl)piperidine-2,6-dione